C1(CC1)C=1C(NC(N(N1)C1=CC(=C(C(=C1)Cl)OC1=NNC(C(=C1)C(C)C)=O)Cl)=O)=O 6-cyclopropyl-2-(3,5-dichloro-4-((5-isopropyl-6-oxo-1,6-dihydropyridazin-3-yl)oxy)phenyl)-1,2,4-triazine-3,5(2H,4H)-dione